3-(5-(((1-(6-amino-5-(2,3-dichlorophenyl)pyrazin-2-yl)-4-methylpiperidin-4-yl)amino)methyl)-1-oxoisoindolin-2-yl)piperidine-2,6-dione NC1=C(N=CC(=N1)N1CCC(CC1)(C)NCC=1C=C2CN(C(C2=CC1)=O)C1C(NC(CC1)=O)=O)C1=C(C(=CC=C1)Cl)Cl